ClC=1C=C(C=C(C1)Cl)C=1OC2=C(N1)C=CC(=C2)C(=O)N[C@@H]2C[C@@H](CC2)O 2-(3,5-dichlorophenyl)-N-((cis)-3-hydroxycyclopentyl)benzo-[d]oxazole-6-carboxamide